zirconium tetra-n-propoxide [O-]CCC.[O-]CCC.[O-]CCC.[O-]CCC.[Zr+4]